ClC1=C(C=CC(=C1I)F)N(S(=O)(=O)CC1CC1)S(=O)(=O)CC1CC1 N-(2-chloro-4-fluoro-3-iodophenyl)-1-cyclopropyl-N-((cyclopropylmethyl)sulfonyl)-methanesulfonamide